[O-]OO[O-].[Mn+2] manganous tetraoxide